methyl 2-((4-((benzyloxy)carbonyl)cyclohexylidene)methyl)oxazole-4-carboxylate C(C1=CC=CC=C1)OC(=O)C1CCC(CC1)=CC=1OC=C(N1)C(=O)OC